C1(CC1)C=1N(C=CN1)C=1C=C(OC[C@@H](C)OC2=C(C=C(C#N)C=C2)F)C=CC1 (R)-4-((1-(3-(2-cyclopropyl-1H-imidazol-1-yl)phenoxy)propan-2-yl)oxy)-3-fluorobenzonitrile